tert-Butyl 12-((5-bromopyrazolo[1,5-a]pyridin-2-yl)amino)-12-oxododecanoate BrC1=CC=2N(C=C1)N=C(C2)NC(CCCCCCCCCCC(=O)OC(C)(C)C)=O